C(C)(C)(C)OC(CCN1CC2=C(C=C(C=C2CC1)C=1N=C2C(=NC1)NC=C2C2=CC(=C(C=C2)C(N(C)C)=O)C)C)=O 3-(6-(7-(4-(dimethylcarbamoyl)-3-methylphenyl)-5H-pyrrolo[2,3-b]pyrazin-2-yl)-8-methyl-3,4-dihydroisoquinolin-2(1H)-yl)propanoic acid tert-butyl ester